P(=O)(OC[N+]1=C(C(=CC=C1)C1=CC(=NO1)CC1=CC=C(C=C1)CN1N=CC(=C1)C#N)N)(O)[O-] (2-amino-3-(3-(4-((4-cyano-1H-pyrazol-1-yl)methyl)benzyl)isoxazol-5-yl)pyridin-1-ium-1-yl)methyl hydrogen phosphate